2-((6-chloro-[1,1'-biphenyl]-2-yl)amino)-5-methoxybenzoic acid ClC1=CC=CC(=C1C1=CC=CC=C1)NC1=C(C(=O)O)C=C(C=C1)OC